C1(=CC=CC=C1)CC 2-PHENYLETHANE